8-(ethylsulfinyl)-3-(4-(2,2,2-trifluoroethoxy)phenyl)-2-(trifluoromethyl)-4H-pyrido[1,2-a]pyrimidin-4-one C(C)S(=O)C1=CC=2N(C(C(=C(N2)C(F)(F)F)C2=CC=C(C=C2)OCC(F)(F)F)=O)C=C1